5-naphthylthio-2-(2-hydroxy-3-tert-butyl-5-methylphenyl)-2H-benzotriazole C1(=CC=CC2=CC=CC=C12)SC1=CC=2C(=NN(N2)C2=C(C(=CC(=C2)C)C(C)(C)C)O)C=C1